1-(3-fluoro-4-{4-[2-(pyridin-2-yl)acetamido]-1H-1,2,3-triazol-1-yl}butyl)-N-(pyridin-2-ylmethyl)-1H-1,2,3-triazole-4-carboxamide FC(CCN1N=NC(=C1)C(=O)NCC1=NC=CC=C1)CN1N=NC(=C1)NC(CC1=NC=CC=C1)=O